C(C1=CC=CC=C1)OC1=C(C=C(C=C1)OC(C1=CC=C(C=C1)O[Si](C(C)C)(C(C)C)C(C)C)=O)C1CC1 4-triisopropylsilyloxybenzoic acid (4-benzyloxy-3-cyclopropyl-phenyl) ester